1-isopropyl-5-(4,4,5,5-tetramethyl-1,3,2-dioxaborolan-2-yl)benzotriazole C(C)(C)N1N=NC2=C1C=CC(=C2)B2OC(C(O2)(C)C)(C)C